C1(CC2C(CC1)O2)C2C(CCC1C2O1)(C(=O)[O-])C 3,4-epoxycyclohexyl-methyl-3,4-epoxycyclohexanecarboxylate